FC=1C=C(C=CC1)[C@H](CNC(CC1CCC(CC1)NC(C)=O)(C)C)O N-((1S,4s)-4-(2-(((R)-2-(3-Fluorophenyl)-2-hydroxyethyl)amino)-2-methylpropyl)cyclohexyl)acetamide